2-(((1s,4s)-4-((4-methoxy-5-(quinoxalin-6-yl)-7H-pyrrolo[2,3-d]pyrimidin-2-yl)amino)cyclohexyl)oxy)ethan-1-ol COC=1C2=C(N=C(N1)NC1CCC(CC1)OCCO)NC=C2C=2C=C1N=CC=NC1=CC2